NCCCNCCCCNC([O-])=O [4-[(3-aminopropyl)amino]butyl]carbamate